N-[(2E)-3-{[(3-fluoro-4-methoxyphenyl)imino](methyl)oxo-λ6-sulfanyl}prop-2-en-1-yl]-2-oxo-1H,2H,5H,6H,7H-cyclopenta[b]pyridine-3-carboxamide FC=1C=C(C=CC1OC)N=S(/C=C/CNC(=O)C1=CC2=C(NC1=O)CCC2)(=O)C